3',4'-diamino-2-fluoro-[1,1'-biphenylyl]phthalazin-1(2H)-one NC=1C=C(C=CC1N)C1=C(C=CC=C1)C1=NN(C(C2=CC=CC=C12)=O)F